3-(4-(3-(2H-1,2,3-Triazol-4-yl)piperidin-1-yl)pyrimidin-2-yl)-6-(trifluoromethyl)imidazo[1,2-a]pyrazine N=1NN=C(C1)C1CN(CCC1)C1=NC(=NC=C1)C1=CN=C2N1C=C(N=C2)C(F)(F)F